(2-(3-(7-chloro-5-fluoro-1H-indol-4-yl)-2-(2,6-diethylphenyl)-6,7-dihydro-2H-pyrazolo[4,3-c]pyridin-5(4H)-yl)pyrimidin-5-yl)(pyrrolidin-1-yl)methanone ClC=1C=C(C(=C2C=CNC12)C=1N(N=C2C1CN(CC2)C2=NC=C(C=N2)C(=O)N2CCCC2)C2=C(C=CC=C2CC)CC)F